(S)-4-(3-(3-(1,1-difluoroethyl)-6-methyl-5,6,7,8-tetrahydro-[1,2,4]triazolo[4,3-a]pyrazine-7-carbonyl)-4-fluorobenzyl)phthalazin-1(2H)-one FC(C)(F)C1=NN=C2N1C[C@@H](N(C2)C(=O)C=2C=C(CC1=NNC(C3=CC=CC=C13)=O)C=CC2F)C